N-(1-methyl-3-(4'-(((R)-tetrahydrofuran-2-yl)methoxy)-4,5,5',6'-tetrahydro-2H-spiro[furan-3,8'-pyrano[3,4-b]pyridin]-2'-yl)-1H-pyrrolo[2,3-c]pyridin-5-yl)acetamide CN1C=C(C=2C1=CN=C(C2)NC(C)=O)C2=CC(=C1C(=N2)C2(OCC1)COCC2)OC[C@@H]2OCCC2